nickel-chromium-yttrium-aluminium [Al].[Y].[Cr].[Ni]